ClC=1N=C(C2=C(N1)CN(CC2)C2=C(C(=CC=C2)F)C(F)(F)F)OC(=O)N2C(CNCC2)CC#N 2-chloro-7-(3-fluoro-2-(trifluoromethyl)phenyl)-5,6,7,8-tetrahydropyrido[3,4-d]pyrimidin-4-yl-2-(cyanomethyl)piperazine-1-carboxylate